(3S)-N-(4-methyl-3-[2-[(4-methyloxan-4-yl)amino]-6-(morpholin-4-yl)pyridin-4-yl]phenyl)-3-(2,2,2-trifluoroethyl)pyrrolidine-1-carboxamide CC1=C(C=C(C=C1)NC(=O)N1C[C@@H](CC1)CC(F)(F)F)C1=CC(=NC(=C1)N1CCOCC1)NC1(CCOCC1)C